(tert-butyl 2-((6-amino-3-bromo-5-(2,3-dichlorophenyl) pyrazin-2-yl) amino) ethyl) carbamate C(N)(OCC(NC1=NC(=C(N=C1Br)C1=C(C(=CC=C1)Cl)Cl)N)C(C)(C)C)=O